p-toluenesulfonyl-Glycerol CC1=CC=C(C=C1)S(=O)(=O)C(O)C(O)CO